C[C@@]12CCC=3N=C(SC3C2=CC[C@H]2[C@H]3[C@](CC[C@H]12)(/C(/CC3)=N/O)C)NC3=NC=CC=N3 (5aR,5bS,7aS,10aS,10bR,E)-5a,7a-dimethyl-2-(pyrimidin-2-ylamino)-4,5,5a,5b,6,7,7a,9,10,10a,10b,11-dodecahydro-8H-cyclopenta[7,8]phenanthro[2,1-d]thiazol-8-one oxime